2-((3-chloro-4-fluorophenyl)((3,3-difluoro-1-methylcyclobutyl)methoxy)methyl)-5-methyl-4-(methylsulfonyl)-1H-imidazole ClC=1C=C(C=CC1F)C(C=1NC(=C(N1)S(=O)(=O)C)C)OCC1(CC(C1)(F)F)C